C1(CCCC1)N1C(=CC2=C1N=C(N=C2)NC2=CC=C(C=C2)N2CCN(CC2)CCC2=CC(=CC=C2)C2C(NC(CC2)=O)=O)C(=O)N(C)C 7-cyclopentyl-2-((4-(4-(3-(2,6-dioxopiperidin-3-yl)phenethyl)-piperazin-1-yl)-phenyl)amino)-N,N-dimethyl-7H-pyrrolo[2,3-d]pyrimidine-6-carboxamide